3,3',4,4'-tetramethylbiphenyl CC=1C=C(C=CC1C)C1=CC(=C(C=C1)C)C